ClC1=NC=C(C=C1CNC(C=C)=O)OC[C@H](C)N(S(=O)(=O)C(F)(F)F)COC N-[[2-chloro-5-[(2S)-2-[methoxymethyl(trifluoromethylsulfonyl)amino]propoxy]-3-pyridyl]methyl]propenamide